BrC=1C=C(C(N(C1)CC1=CC(=CC=C1)C)=O)C(=O)NC 5-bromo-N-methyl-1-(3-methylbenzyl)-2-oxo-1,2-dihydropyridine-3-carboxamide